2-methoxy-N-[[4-[[(methylamino)carbonyl]amino]phenyl]sulfonyl]-benzamide COC1=C(C(=O)NS(=O)(=O)C2=CC=C(C=C2)NC(=O)NC)C=CC=C1